C(C)N(S(=O)(=O)C=1C=NC=C(C1)F)C(C(F)(F)F)C1=CC(=C(C=C1)C(F)(F)F)C N-ethyl-5-fluoro-N-(2,2,2-trifluoro-1-(3-methyl-4-(trifluoromethyl)phenyl)ethyl)pyridine-3-sulfonamide